C(CCCC)C(COCC(C[N+]1=CC2=CC=CC=C2CC1)OS(=O)(=O)O)CCCCCCC 3,4-dihydro-2-[3-[(2-pentylnonyl)oxy]-2-(sulfoxy)propyl]isoquinolinium